CC1(CC(OC(=C1)C1=[N+](N(C2=CC=C(C=C12)C(F)(F)F)C)[O-])=O)C 3-(4,4-Dimethyl-2-oxo-3,4-dihydro-2H-pyran-6-yl)-1-methyl-5-(trifluoromethyl)-1H-indazole 2-oxide